F[C@@H]1[C@H](CN(CC1)C=1C=CC(=NC1)NC=1C2=C(C(=NC1)C1=CN=C3N1C=CC=C3F)CNC2=O)O 7-((5-((3S,4S)-4-fluoro-3-hydroxypiperidin-1-yl)pyridin-2-yl)amino)-4-(8-fluoroimidazo[1,2-a]pyridin-3-yl)-2,3-dihydro-1H-pyrrolo[3,4-c]pyridin-1-one